[F-].[N+](=O)([O-])[O-].[Al+2] aluminum nitrate, fluoride salt